COC=1N=C2C(=CC=NC2=CC1OC)OC1=C(C=C(C=C1)NC(=O)C1(CC1)C(=O)NC1=CC=C(C=C1)F)F 1-N'-[4-[(6,7-dimethoxy-1,5-naphthyridin-4-yl)oxy]-3-fluorophenyl]-1-N-(4-fluorophenyl)cyclopropane-1,1-dicarboxamide